tetradecamethyl-Hexasiloxane C[Si](O[Si](O[Si](O[Si](O[Si](O[Si](C)(C)C)(C)C)(C)C)(C)C)(C)C)(C)C